1-[4-(2-Hydroxyethoxy)phenyl]-2-methyl-2-hydroxy-1-propanol OCCOC1=CC=C(C=C1)C(C(C)(O)C)O